C(C)OC(C(C)(C)OC1=CC=C(C=C1)C1=C(C(=CC(=C1)Cl)F)NS(=O)(=O)C=1C=NC=C(C1C)C)=O 2-({5'-chloro-2'-[(4,5-dimethylpyridine-3-sulfonyl)amino]-3'-fluoro[1,1'-biphenyl]-4-yl}oxy)-2-methylpropanoic acid ethyl ester